(S)-30-amino-27-oxo-2,5,8,11,14,17,20,23-octaoxa-26-azahentriacontan-31-oic acid N[C@@H](CCC(NCCOCCOCCOCCOCCOCCOCCOCCOC)=O)C(=O)O